[I-].C[N+]1=CC=C(C=C1)C1=CC=C(C=C1)CCCCCCCC 1-methyl-4-(4-octylphenyl)pyridin-1-ium iodide